C(C)(C)(C)C1=CC=C(C=C1)C(CNC(=O)C=1OC2=CC(=CC=C2C(C1)=O)C)N1CCCC1 N-[2-(4-tert-butylphenyl)-2-(1-pyrrolidinyl)ethyl]-7-methyl-4-oxo-4H-chromene-2-formamide